(3-cyclopropyl-1-methylpyrazol-4-yl)methanol C1(CC1)C1=NN(C=C1CO)C